3-(2-vinylpyridinium-1-yl)propane-1-sulfonic acid C(=C)C1=[N+](C=CC=C1)CCCS(=O)(=O)O